(1R,2S,5R)-5-methyl-2-(propan-2-yl)cyclohexyl (3R)-3-({[(2S)-1-amino-1-oxobutan-2-yl]amino}methyl)hexanoate NC([C@H](CC)NC[C@@H](CC(=O)O[C@H]1[C@@H](CC[C@H](C1)C)C(C)C)CCC)=O